N-(2-fluoro-5-(5-(furan-2-yl)-1,3,4-oxadiazol-2-yl)phenyl)-2-methoxy-5-(2-morpholinoethoxy)benzamide FC1=C(C=C(C=C1)C=1OC(=NN1)C=1OC=CC1)NC(C1=C(C=CC(=C1)OCCN1CCOCC1)OC)=O